t-butyl L-prolinate hydrochloride Cl.N1[C@@H](CCC1)C(=O)OC(C)(C)C